3-oxopentanedioic acid O=C(CC(=O)O)CC(=O)O